3-(benzyl-dimethyl-ammonio)propanesulfonate C(C1=CC=CC=C1)[N+](CCCS(=O)(=O)[O-])(C)C